2-chloro-8-methyl-4H-pyrido[1,2-a]pyrimidin-4-one ClC=1N=C2N(C(C1)=O)C=CC(=C2)C